4-((2,6-difluoro-4-(pyrazin-2-yl)benzyl)oxy)phenyl sulfurofluoridate S(OC1=CC=C(C=C1)OCC1=C(C=C(C=C1F)C1=NC=CN=C1)F)(=O)(=O)F